1-(2-(2-(Benzyloxy)-4,6-dihydroxy-3-methylbenzoyl)isoindolin-4-yl)azetidine-3-carbonitrile C(C1=CC=CC=C1)OC1=C(C(=O)N2CC3=CC=CC(=C3C2)N2CC(C2)C#N)C(=CC(=C1C)O)O